1-methyl-4-{[3-(4-methylphenyl)adamantan-1-yl]carbonyl}piperazine CN1CCN(CC1)C(=O)C12CC3(CC(CC(C1)C3)C2)C2=CC=C(C=C2)C